N-(2-oxo-2-(5-(4-(trifluoromethyl)phenoxy)-3,4-dihydroisoquinolin-2(1H)-yl)ethyl)-ethene-sulfonamide O=C(CNS(=O)(=O)C=C)N1CC2=CC=CC(=C2CC1)OC1=CC=C(C=C1)C(F)(F)F